N1C=C(C2=CC=CC=C12)C1N(CCC2=CC(=CC=C12)C=C)C(=O)N (1H-indol-3-yl)-6-vinyl-3,4-dihydroisoquinoline-2(1H)-carboxamide